5-formyl-6-methoxy-1-{2-[4-(methylsulfonyl)piperazin-1-yl]propyl}-1H-indole-2-carbonitrile C(=O)C=1C=C2C=C(N(C2=CC1OC)CC(C)N1CCN(CC1)S(=O)(=O)C)C#N